O1C=NC2=C1C=CC(=C2)C2=CN(C1=NC=C(C=C12)C1=CC=C(CN2CC(CCC2)O)C=C1)S(=O)(=O)C1=CC=C(C)C=C1 1-(4-(3-(benzo[d]oxazol-5-yl)-1-tosyl-1H-pyrrolo[2,3-b]pyridin-5-yl)benzyl)piperidin-3-ol